N-tert-butoxycarbonyl-N-[3-fluoro-4-[[5-[2-fluoro-4-(trifluoromethoxy)anilino]-4-methyl-3-pyridyl]methyl]-2-pyridyl]carbamate C(C)(C)(C)OC(=O)N(C([O-])=O)C1=NC=CC(=C1F)CC=1C=NC=C(C1C)NC1=C(C=C(C=C1)OC(F)(F)F)F